ethyl 2-(2-((2-(2-(aminomethyl)-3-methoxypyridin-4-yl)benzofuran-4-yl)methoxy)phenyl)acetate NCC1=NC=CC(=C1OC)C=1OC2=C(C1)C(=CC=C2)COC2=C(C=CC=C2)CC(=O)OCC